N-[3-(methylamino)propyl]pyridine-2-carboxamide CNCCCNC(=O)C1=NC=CC=C1